(3R)-1-[7-(8-ethyl-7-fluoro-3-hydroxy-1-naphthyl)-8-fluoro-2-[(2-methyl-1,1-dioxo-thiazinan-3-yl)methoxy]quinazolin-4-yl]-3-methyl-piperidin-3-ol C(C)C=1C(=CC=C2C=C(C=C(C12)C1=CC=C2C(=NC(=NC2=C1F)OCC1N(S(CCC1)(=O)=O)C)N1C[C@@](CCC1)(O)C)O)F